4-(2,2-Dimethylbut-3-enoyl)-3,5-dihydro-2H-pyrido[3,4-f][1,4]oxaazepine-9-Formonitrile CC(C(=O)N1CCOC2=C(C1)C=NC=C2C#N)(C=C)C